C(C)(C)(C)OC(=O)N1CC(C1)C1=CC=C(C=C1)C1(CC1)C#N.C(C)OC=1C=C(C=CC1OCC)C(=O)N1CCN(CC1)CCOC1=CC=CC=C1 (3,4-Diethoxy-phenyl)-[4-(2-phenoxyethyl)piperazin-1-yl]methanone tert-butyl-3-[4-(1-cyanocyclopropyl)phenyl]azetidine-1-carboxylate